ClC1=C(C=CC(=C1)Cl)C=1SC=C(N1)C(=O)N1C[C@@H](OCC1)CNC(OC(C)(C)C)=O tert-butyl (S)-((4-(2-(2,4-dichlorophenyl)thiazole-4-carbonyl)morpholin-2-yl)methyl)carbamate